3-PYRROLIDIN-2-YL-PROPIONIC ACID N1C(CCC1)CCC(=O)O